C(C)(C)(C)OC(N(C)CC(=O)N1C[C@H](N(CC1)C=1SC2=C(N1)C(=C(N2)C=2C(=C(C=1N(C2)N=CN1)C)C)C(C)C)C)=O (R)-(2-(4-(5-(7,8-dimethyl-[1,2,4]triazolo[1,5-a]pyridin-6-yl)-6-isopropyl-4H-pyrrolo[3,2-d]thiazol-2-yl)-3-methylpiperazin-1-yl)-2-oxoethyl)(methyl)carbamic acid tert-butyl ester